ClC=1C=C(C=CC1C=1CCNCC1)NC(=O)C=1SC(=CC1)C=1CCNCC1 N-(3-chloro-4-(1,2,3,6-tetrahydropyridin-4-yl)phenyl)-5-(1,2,3,6-tetrahydropyridin-4-yl)thiophene-2-carboxamide